O=C1NC(CCC1N1C(C2=CC=C(C=C2C1=O)NCCOCCOCCNC(C1=CC(C(=O)NC2=CC3=C(NC(=N3)CN3[C@H](CCC3)C)C=C2)=CC=C1)=O)=O)=O N1-(2-(2-(2-((2-(2,6-dioxopiperidin-3-yl)-1,3-dioxoisoindolin-5-yl)amino)ethoxy)ethoxy)ethyl)-N3-(2-(((S)-2-methylpyrrolidin-1-yl)methyl)-1H-benzo[d]imidazol-5-yl)isophthalamide